2-(2-((4-fluorobenzyl)thio)-4H-imidazo[4,5-b]pyridin-4-yl)-N-(4-methylphenyl)butanamide FC1=CC=C(CSC2=NC=3C(N(C=CC3)C(C(=O)NC3=CC=C(C=C3)C)CC)=N2)C=C1